5-tert-Butyl-[1,3,4]oxadiazole-2-carboxylic acid {(S)-8-[2-(1,3,5-trimethyl-1H-pyrazol-4-yl)-3H-imidazo[4,5-b]pyridin-7-yl]-2,3,4,5-tetrahydro-benzo[b]oxepin-5-yl}-amide CN1N=C(C(=C1C)C1=NC=2C(=NC=CC2C=2C=CC3=C(OCCC[C@@H]3NC(=O)C=3OC(=NN3)C(C)(C)C)C2)N1)C